N-(3-chloro-2-nitrophenyl)-1-methyl-1H-tetrazol-5-amine ClC=1C(=C(C=CC1)NC1=NN=NN1C)[N+](=O)[O-]